(1S,3R,4S)-N-((S)-1-cyano-2-((S)-2-oxopyrrolidin-3-yl)ethyl)-5,5-difluoro-2-((S)-2-hydroxy-2-phenylpropanoyl)-2-azabicyclo[2.2.2]octane-3-carboxamide C(#N)[C@H](C[C@H]1C(NCC1)=O)NC(=O)[C@@H]1N([C@@H]2CC([C@H]1CC2)(F)F)C([C@](C)(C2=CC=CC=C2)O)=O